ClC1=CC=C(C=C1)[C@H](CC(=O)O)N1[C@@](C2=C(C=C(C=C2C1=O)C(C)(O)C1(CCOCC1)F)F)(OC)C1=CC=C(C=C1)Cl (3S)-3-(4-chlorophenyl)-3-[(1R)-1-(4-chlorophenyl)-7-fluoro-5-[1-(4-fluorooxan-4-yl)-1-hydroxyethyl]-1-methoxy-3-oxo-2,3-dihydro-1H-isoindol-2-yl]propanoic acid